4-chloro-2-(trifluoromethyl)-phenylboronic acid ClC1=CC(=C(C=C1)B(O)O)C(F)(F)F